FC=1C(=CC=2C3=C(NC(C2C1)=O)COCC3N(C(=O)C=3C=C(C=CC3)C3=CC(=CC=C3)F)C)F N-(8,9-difluoro-6-oxo-1,4,5,6-tetrahydro-2H-pyrano[3,4-c]isoquinolin-1-yl)-3'-fluoro-N-methyl-[1,1'-biphenyl]-3-carboxamide